(R)-6,9-dibenzyl-2-morpholinyl-8-vinyl-6,7,8,9-tetrahydro-5H-pyrimido[4,5-e][1,4]Diazepin-5-one C(C1=CC=CC=C1)N1C[C@H](N(C2=C(C1=O)C=NC(=N2)N2CCOCC2)CC2=CC=CC=C2)C=C